COC/1=NCC(N\C1=C/CCCC)=O (Z)-5-methoxy-6-pentylidene-3,6-dihydropyrazin-2(1H)-one